FC1=CC=C(C=C1)N1C(=C(C2=CC(=CC=C12)OC)C#N)C(CC)O 1-(4-fluorophenyl)-2-(1-hydroxypropyl)-5-methoxy-indole-3-carbonitrile